N[C@@H](C[C@@]1([C@@H](CCCC1)N)N)CC1=CC=C(C=C1)N=C=S [(R)-2-amino-3-(4-isothiocyanatophenyl)propyl]-trans-(S,S)-cyclohexane-1,2-diamine